Trin-butyl-monomethoxysilan C(CCC)[Si](OC)(CCCC)CCCC